[N+](=O)([O-])C=1C(N(C=CC1)CC1=NC2=C(N1C(=O)OC(C)(C)C)C=CC=C2)=O tert-butyl 2-((3-nitro-2-oxopyridin-1(2H)-yl)methyl)-1H-benzo[d]imidazole-1-carboxylate